C1(CCCC1)C1=CC=C2C=C(C(=NC2=C1C(NC1=CSC=C1)=O)OC)C(=O)OC methyl 7-cyclopentyl-2-methoxy-8-(thiophen-3-ylcarbamoyl)quinoline-3-carboxylate